C1(=CC(=CC=C1)C1=NC(=NC=C1Cl)N[C@H]1C[C@H](CCC1)C(=O)O)C1=CC=CC=C1 cis-3-((4-([1,1'-biphenyl]-3-yl)-5-chloropyrimidin-2-yl)amino)cyclohexane-1-carboxylic acid